ClC(C)(C)N=NC(C)(C)Cl 2,2'-dichloro-2,2'-azobispropane